2'-ethoxy-5-[(2R)-2-ethyl-4-[(2S)-2-(trifluoromethyl)pyrrolidine-1-carbonyl]piperazin-1-yl]-6-{[(3R)-1-methylpyrrolidin-3-yl]oxy}-2,3'-bipyridine C(C)OC1=NC=CC=C1C1=NC(=C(C=C1)N1[C@@H](CN(CC1)C(=O)N1[C@@H](CCC1)C(F)(F)F)CC)O[C@H]1CN(CC1)C